1,2,5-oxadiazole-3-carboxamidine hydrochloride Cl.O1N=C(C=N1)C(=N)N